CNC(CCC(=O)N)=O N1-methylbutanediamide